1-ethynyl-4-(10-phenyldec-1-yn-1-yl)benzene C(#C)C1=CC=C(C=C1)C#CCCCCCCCCC1=CC=CC=C1